2-(3-(2-(benzyloxy)phenoxy)pyridin-4-yl)-2-hydroxyacetonitrile C(C1=CC=CC=C1)OC1=C(OC=2C=NC=CC2C(C#N)O)C=CC=C1